N-[(trans)-4-Hydroxytetrahydrofuran-3-yl]-3-oxo-2-(pyridin-3-yl)-6-[4-(trifluoromethoxy)phenyl]-2,3-dihydropyridazine O[C@H]1[C@@H](COC1)N1N(C(CC=C1C1=CC=C(C=C1)OC(F)(F)F)=O)C=1C=NC=CC1